N1=C(N=CN=C1)N1CCN(CC1)CC=1C=C2CN(C(C2=CC1)=O)C1C(NC(CC1)=O)=O 3-(5-((4-(1,3,5-triazine-2-yl)piperazin-1-yl)methyl)-1-oxoisoindolin-2-yl)piperidine-2,6-dione